3-(1-hydroxy-1-methyl-ethyl)bicyclo[1.1.1]pentane-1-carboxylic acid OC(C)(C)C12CC(C1)(C2)C(=O)O